(R)-ethyl 2-(2-((5-(1-aminoisoquinolin-5-yl)-1'-(2-ethoxy-2-oxoethyl)-2,3-dihydrospiro[indene-1,4'-piperidin]-3-yl)oxy)phenyl)acetate NC1=NC=CC2=C(C=CC=C12)C=1C=C2[C@@H](CC3(CCN(CC3)CC(=O)OCC)C2=CC1)OC1=C(C=CC=C1)CC(=O)OCC